C(CCCCCCCCC)C1=CC=C(C=C1)NC(=O)N1CC2N(C(C1)C2)C(=O)OC(C)(C)C tert-butyl 3-((4-decylphenyl)carbamoyl)-3,6-diazabicyclo[3.1.1]heptane-6-carboxylate